methyl 2-fluoro-5-(chlorosulfonyl)-4-cyanobenzoate FC1=C(C(=O)OC)C=C(C(=C1)C#N)S(=O)(=O)Cl